FC(C=1C=C(COC(C(CCC(=O)[O-])=O)=O)C=CC1)(F)F 3-trifluoromethylbenzyl-α-ketoglutarate